FC(CNCC=1C=CC=2N(C1)C=C(N2)CNC(=O)C=2C=1C=NNC1C=CC2)(F)F N-[(6-{[(2,2,2-trifluoroethyl)amino]methyl}imidazo[1,2-a]pyridin-yl)methyl]-1H-indazole-4-carboxamide